2-ethyl-3,6-dimethoxypyridin-4-one C(C)C1=NC(=CC(C1OC)=O)OC